2-[1-[(2,3-difluorophenyl)methyl]-5-oxopyrrolidin-2-yl]-N-methyl-N-phenylacetamide FC1=C(C=CC=C1F)CN1C(CCC1=O)CC(=O)N(C1=CC=CC=C1)C